BrC1=C2C=NC(=NC2=CC=C1)CC(C(=O)N)(C)C (5-bromoquinazolin-2-yl)pivalamide